4-(4-isobutylphenyl)-2,3-dihydroxyphenyl-pyrrolidine-1-carboxylate C(C(C)C)C1=CC=C(C=C1)C1=C(C(=C(C=C1)OC(=O)N1CCCC1)O)O